ethyl 6-bromo-3-(4-(1-((tert-butoxycarbonyl) amino) ethyl)-4-(fluoromethyl) piperidin-1-yl)-5-methylpyrazine-2-carboxylate BrC1=C(N=C(C(=N1)C(=O)OCC)N1CCC(CC1)(CF)C(C)NC(=O)OC(C)(C)C)C